dihydro-3(s)-imino-2-methyl-1,2,4-triazine mesylate S(C)(=O)(=O)O.N=C1N(NC=CN1)C